(9Z,12Z)-N-methyloctadecane-9,12-dien-1-amine CNCCCCCCCC\C=C/C\C=C/CCCCC